6,6-dimethyl-5,6-dihydro-2H-pyran-3-carbaldehyde CC1(CC=C(CO1)C=O)C